Cl.NC/C=C/CNC1=C(C=C(C(=O)N)C=C1[N+](=O)[O-])OC (E)-4-((4-aminobut-2-en-1-yl)amino)-3-methoxy-5-nitrobenzamide, hydrochloride